C(C1=CC=CC=C1)OCCCOC1=C(C=CC(=C1)C1=NN(C2=CN=C(C=C21)Br)S(=O)(=O)CC2=CC=CC=C2)N2CCOCC2 4-(2-(3-(benzyloxy)propyloxy)-4-(5-bromo-1-toluenesulfonyl-1H-pyrazolo[3,4-c]pyridin-3-yl)phenyl)morpholine